[Fe](Cl)(Cl)Cl.[Al] aluminum ferric trichloride